(5S)-9,9-dimethyl-8-oxo-2-[2-(trifluoromethyl)benzene-1-carbonyl]-2-azaspiro[4.5]dec-6-ene-7-carbonitrile CC1(C(C(=C[C@@]2(CCN(C2)C(=O)C2=C(C=CC=C2)C(F)(F)F)C1)C#N)=O)C